OC1=C(C=C(C(=O)C2(CC3(N4CCCC24)C(C2=CC=CC4=CC=CC3=C24)=O)C2=CC=C(C=C2)OC)C=C1)OC (4-hydroxy-3-methoxybenzoyl)-1'-(4-methoxyphenyl)-1',2',5',6',7',7a'-hexahydro-2H-spiro[acenaphthylene-1,3'-pyrrolizin]-2-one